FC1=C(C=C(C=C1C=1C(=NN(C1C)C)C)NS(=O)(=O)C1CC1)C1=C2C(=NC=C1)N=CN2 N-(4-fluoro-3-(1H-imidazo[4,5-b]pyridin-7-yl)-5-(1,3,5-trimethyl-1H-pyrazol-4-yl)phenyl)cyclopropanesulfonamide